2-propylbis-(3-octyl)phosphine CC(C)P(C(CC)CCCCC)C(CC)CCCCC